Tert-Butyl 3-(4-cyano-2,5-dimethoxyphenyl)piperidine-1-carboxylate C(#N)C1=CC(=C(C=C1OC)C1CN(CCC1)C(=O)OC(C)(C)C)OC